N,N-dimethyl-1-(oxan-2-yl)-3-(4,4,5,5-tetramethyl-1,3,2-dioxaborolan-2-yl)indazol-6-amine CN(C1=CC=C2C(=NN(C2=C1)C1OCCCC1)B1OC(C(O1)(C)C)(C)C)C